2-Amino-N-[1-(8-chloro-5-phenyl[1,2,4]triazolo[4,3-a]pyridin-6-yl)ethyl]pyrazolo[1,5-a]pyrimidine-3-carboxamide NC1=NN2C(N=CC=C2)=C1C(=O)NC(C)C=1C=C(C=2N(C1C1=CC=CC=C1)C=NN2)Cl